F[B].[B].[B] diboron fluoroboron